5-(3,5-dimethoxy-4-(2-methoxyvinyl)phenyl)-3-methyl-1-propylpyridin-2(1H)-one COC=1C=C(C=C(C1C=COC)OC)C=1C=C(C(N(C1)CCC)=O)C